triethyl-(4-bromo-benzyl)ammonium C(C)[N+](CC1=CC=C(C=C1)Br)(CC)CC